C(O)([O-])=O.C(CCC)N1C(=[NH+]C=C1)C 1-butyl-2-methylimidazolium hydrogen carbonate